FC(C1CN(C1)CCC1=NN(C(C(=C1)C)=O)[C@H](C(=O)NCCC(=O)O)CC(C)C)(F)F 3-((S)-2-(3-(2-(3-(trifluoromethyl)azetidin-1-yl)ethyl)-5-methyl-6-oxoPyridazin-1(6H)-yl)-4-methylpentanamido)propanoic acid